BrC=1C=C(C=CC1)C1=NC(=NC(=N1)C1=CC=C(C=C1)F)C1=CC=C(C=C1)F 2-(3-bromophenyl)-4,6-bis(4-fluorophenyl)-1,3,5-triazine